FC1=CC=C(C=C1)C1=NN(C=C1C=1C2=C(N=CN1)OC(=C2)C=2SC=CN2)C2S(CC2)(=O)=O {3-(4-fluorophenyl)-4-[6-(1,3-thiazol-2-yl)furo[2,3-d]pyrimidin-4-yl]-1H-pyrazol-1-yl}-1λ6-thietane-1,1-dione